2-(3-((2,2-dimethyl-4-oxo-3,8,11,14-tetraoxa-5-azahexadecan-16-yl)oxy)phenyl)-2-phenylacetic acid CC(C)(OC(NCCOCCOCCOCCOC=1C=C(C=CC1)C(C(=O)O)C1=CC=CC=C1)=O)C